4-amino-3-chlorobenzenesulfonamide NC1=C(C=C(C=C1)S(=O)(=O)N)Cl